(1-Cyclopropylpiperidin-4-yl)(4-(3-(3,4-dimethoxyphenyl)-2-methyl-1H-pyrrolo[2,3-c]pyridin-5-yl)piperidin-1-yl)methanon C1(CC1)N1CCC(CC1)C(=O)N1CCC(CC1)C=1C=C2C(=CN1)NC(=C2C2=CC(=C(C=C2)OC)OC)C